FC1=C(C(=O)OC)C(=C(C(=C1F)O)F)F Methyl 2,3,5,6-tetrafluoro-4-hydroxybenzoate